COC(C(=O)C1=CC=CC=C1)(C1=CC=CC=C1)OC 2,2-dimethoxy-1,2-diphenylethanone